2-chloro-6-[4-[4-(6-isopropyl-3-pyridyl)-1-methyl-6-oxo-3-pyridyl]pyrazol-1-yl]benzonitrile ClC1=C(C#N)C(=CC=C1)N1N=CC(=C1)C1=CN(C(C=C1C=1C=NC(=CC1)C(C)C)=O)C